FC(OC1=C(C=C(C=C1)SC)C1=NN(C=C1NC(=O)C=1C=NN2C1N=CC=C2)[C@@H]2CN(CCC2)C)F N-[3-[2-(difluoromethoxy)-5-methylsulfanyl-phenyl]-1-[(3S)-1-methyl-3-piperidyl]pyrazol-4-yl]pyrazolo[1,5-a]pyrimidine-3-carboxamide